5-(3-(trifluoromethoxy)phenyl)-1,3,4-thiadiazol-2-amine FC(OC=1C=C(C=CC1)C1=NN=C(S1)N)(F)F